bromo-2',5'-difluoro-[1,1'-biphenyl]-2-ol BrC1=C(C(=CC=C1)C1=C(C=CC(=C1)F)F)O